ClC1=CC(=C(C=C1)N(S(=O)(=O)C=1C=CC2=C(C(=C(O2)C(=O)OCC)C)C1)CC)CNCCC1=CC=CC=C1 ethyl 5-(N-(4-chloro-2-((phenethylamino) methyl) phenyl)-N-ethylsulfamoyl)-3-methylbenzofuran-2-carboxylate